2-Hydrazinyl-7-nitro-3-((2-(trimethylsilyl)ethoxy)methyl)-quinazolin-4(3H)-one N(N)C1=NC2=CC(=CC=C2C(N1COCC[Si](C)(C)C)=O)[N+](=O)[O-]